5-({5-[(1S,3R)-3-hydroxycyclopentyl]-2-(2-methylprop-2-yl)pyrazol-3-yl}amino)-2,3-dihydro-1H-inden-1-one O[C@H]1C[C@H](CC1)C=1C=C(N(N1)C(C)(C)C)NC=1C=C2CCC(C2=CC1)=O